(Z)-3-acetamido-N,N-dimethyl-3-phenylacrylamide C(C)(=O)N\C(=C/C(=O)N(C)C)\C1=CC=CC=C1